1,3-dipiperidinourea N1(CCCCC1)NC(=O)NN1CCCCC1